ClC1=NC(=C2N=CN(C2=N1)[C@H]1[C@@H]([C@@H]([C@H](O1)COCP(O)(=O)OCOC(=O)OCC)O)O)N[C@@H]1COCC1 ({[(2R,3S,4R,5R)-5-(2-chloro-6-{[(3S)-oxolan-3-yl]amino}-9H-purin-9-yl)-3,4-dihydroxyoxolan-2-yl]methoxy}methyl)({[(ethoxycarbonyl)oxy]methoxy})phosphinic acid